C1(=CC=CC=C1)OS(=O)(=O)C1C2C(=C(C(C1)O2)C2=CC=C(C=C2)O)C2=CC=C(C=C2)NC(CCC[Se]C#N)=O.BrC2=CC(=C(C=C2)C(=O)N2CC(C2)O)C (4-bromo-2-methylphenyl)(3-hydroxyazetidine-1-yl)methanone phenyl-5-(4-hydroxyphenyl)-6-(4-(4-selenocyanobutyrylamino)phenyl)-7-oxabicyclo[2.2.1]hept-5-ene-2-sulfonate